ClC=1C(=CC(=NC1)NC1CCC(CC1)NC(COCC(=O)O)C)C1=NC(=CC=C1)NCC1(CCOCC1)C#N 2-(2-((4-((5'-chloro-6-(((4-cyanotetrahydro-2H-pyran-4-yl)methyl)amino)-[2,4'-bipyridin]-2'-yl)amino)cyclohexyl)amino)propoxy)acetic acid